NC(C(CCC(=O)OC(C)(C)C)N1C(C2=CC=C(C=C2C1)C=1N=CN(C1)C)=O)=O tert-butyl 5-amino-4-[5-(1-methylimidazol-4-yl)-1-oxo-isoindolin-2-yl]-5-oxo-pentanoate